CC1=C2C=CC(NC2=CC=C1)=O 5-Methylquinolin-2-one